1-bromo-5H-benzo[b]carbazole BrC1=C2C=3C=C4C(=CC3NC2=CC=C1)C=CC=C4